7-(1-(methylamino)-2,3-dihydro-1H-inden-5-yl)thieno[3,4-d]pyrimidin-4(3H)-one CNC1CCC2=CC(=CC=C12)C=1SC=C2C1N=CNC2=O